N1,N1-dimethyl-1,2-ethanediamine CN(CCN)C